O=C1NC(CCC1N1C(C2=CC=C(C=C2C=N1)N1CCNCC1)=O)=O 4-(2-(2,6-dioxopiperidin-3-yl)-1-oxo-1,2-dihydrophthalazin-6-yl)piperazine